C(CCC)N1C(C2=CC=3C(=NN(N3)C3=C(C(=CC(=C3)C(CC(C)(C)C)(C)C)C(C)(C3=CC=CC=C3)C)O)C=C2C1=O)=O 6-butyl-2-[2-hydroxy-3-(1-methyl-1-phenylethyl)-5-(1,1,3,3-tetramethylbutyl)phenyl]pyrrolo[3,4-f]benzotriazole-5,7(2H,6H)-dione